ClC1=C2C(=CNC2=C(C=C1)NS(=O)(=O)C=1C=NN(C1)[C@@H]([C@H](C)O)C)C#N N-(4-chloro-3-cyano-1H-indol-7-yl)-1-[(1R,2S)-2-hydroxy-1-methyl-propyl]pyrazole-4-sulfonamide